C(C)N1C(CCCC1)CN (1-ethylpiperidin-2-yl)methanamine